NCC1=NNC(C2=C(C=C(C=C12)C1=C(N(N=C1)C)C1=C(C#N)C(=CC(=C1)Cl)OC1CC1)Cl)=O 2-[4-[4-(aminomethyl)-8-chloro-1-oxo-2H-phthalazin-6-yl]-2-methyl-pyrazol-3-yl]-4-chloro-6-(cyclopropoxy)benzonitrile